2-butyl-1-(4-((((2,2-dimethylcyclopropyl)methyl)amino)methyl)benzyl)-1H-imidazo[4,5-c]quinolin-4-amine C(CCC)C=1N(C2=C(C(=NC=3C=CC=CC23)N)N1)CC1=CC=C(C=C1)CNCC1C(C1)(C)C